ClC1=NC=C(C(=C1)C1=C(C=NC(=C1)C)C(=O)NC=1SC2=C(N1)CN(C2)C(C2=NC=C(C(=C2)C)C(F)F)=O)OC 2'-chloro-N-(5-(5-(difluoromethyl)-4-methylpicolinoyl)-5,6-dihydro-4H-pyrrolo[3,4-d]thiazol-2-yl)-5'-methoxy-6-methyl-[4,4'-bipyridine]-3-carboxamide